2-[6-(4-Chloro-1H-pyrazol-1-yl)-3-(ethylsulfonyl)pyridin-2-yl]-6-(trifluoromethyl)imidazo[1,2-a]pyrazin ClC=1C=NN(C1)C1=CC=C(C(=N1)C=1N=C2N(C=C(N=C2)C(F)(F)F)C1)S(=O)(=O)CC